FC1=CC(=C(C=C1)N=C(C1=CC=CC=C1)C1=CC=CC=C1)COC N-[4-fluoro-2-(methoxymethyl)phenyl]-1,1-diphenyl-methanimine